N1N=CC2=C(C=CC=C12)CN1N=CC2=C(C1=O)N(C1=C2SC(=N1)CC=1SC=CN1)C 6-((1H-indazol-4-yl)methyl)-4-methyl-2-(thiazol-2-ylmethyl)-4H-thiazolo[5',4':4,5]pyrrolo[2,3-d]pyridazin-5(6H)-one